CN1C(C(C2=CC(=CC=C12)C(F)(F)F)(C)C)C 1,2,3,3-tetramethyl-5-trifluoromethyl-3H-indole